6-hydroxy-2-methylisoquinolin-1(2H)-one OC=1C=C2C=CN(C(C2=CC1)=O)C